CC1([C@H](C2=CC=CC=C2CC1)NC1=C(C(C1=O)=O)NC1=C(C(=NC=C1)C(=O)N(C)C)O)C (R)-4-((2-((2,2-dimethyl-1,2,3,4-tetrahydronaphthalen-1-yl)amino)-3,4-dioxocyclobut-1-en-1-yl)amino)-3-hydroxy-N,N-dimethylpicolinamide